(3S)-N-[4-(3-cyanophenyl)-5-(2,6-dimethyl-4-pyridinyl)thiazol-2-yl]-3-methyl-5-oxo-piperazine-1-carboxamide C(#N)C=1C=C(C=CC1)C=1N=C(SC1C1=CC(=NC(=C1)C)C)NC(=O)N1C[C@@H](NC(C1)=O)C